methyl (S,Z)-7-(5-((E)-2-((4R,5R)-2,2-dimethyl-5-((Z)-pent-2-en-1-yl)-1,3-dioxolan-4-yl)vinyl)-1-methyl-1H-1,2,3-triazol-4-yl)-7-hydroxyhept-4-enoate CC1(O[C@@H]([C@H](O1)/C=C/C1=C(N=NN1C)[C@H](C\C=C/CCC(=O)OC)O)C\C=C/CC)C